6-((R)-1-(2-((R)-3-cyclopropoxypyrrolidin-1-yl)ethoxy)ethyl)pyridin C1(CC1)O[C@H]1CN(CC1)CCO[C@H](C)C1=CC=CC=N1